amino isobutyl ether C(C(C)C)ON